3-methyl-3-cyclohexene-1,2-dicarboxylic anhydride magnesium [Mg].CC=1C2C(CCC1)C(=O)OC2=O